5,7,9,9,13-pentamethyl-5-[(1E)-1-propen-1-yl]-4,6-dioxatetracyclo[6.5.1.01,10.03,7]tetradecane CC1(OC2CC34C(C(C(C2(O1)C)C4)(C)C)CCC3C)\C=C\C